C(C)(C)(C)C1N2C(C=3N(N=C4C(=CC=CC34)OCCCO)C1)=CC(C(=C2)C(=O)O)=O 6-(tert-butyl)-10-(3-hydroxypropoxy)-2-oxo-6,7-dihydro-2H-pyrido[2',1':3,4]pyrazino[1,2-b]indazole-3-carboxylic acid